BrCC(=O)NCCOCCC(C(=O)N)CC=CCC=CCC=CCC=CCC=CCC=CCC 2-(2-(2-(2-bromoacetamido)ethoxy)ethyl)docosa-4,7,10,13,16,19-hexaenamide